N-[4-chloro-2-[[(1S)-4,4-difluoro-1-[2-(methylamino)-2-oxo-acetyl]pentyl]carbamoyl]phenyl]-1-methyl-azetidine-3-carboxamide ClC1=CC(=C(C=C1)NC(=O)C1CN(C1)C)C(N[C@@H](CCC(C)(F)F)C(C(=O)NC)=O)=O